5-Isopropyl-1-methyl-2-oxo-6,7-dihydro-5H-cyclopenta[b]pyridine-3-carboxylic acid C(C)(C)C1CCC=2N(C(C(=CC21)C(=O)O)=O)C